C(CC)(=O)O.C(CCCCCCCCCCC)N laurylamine propionate